di-(4-Vinylbenzyl) ether C(=C)C1=CC=C(COCC2=CC=C(C=C2)C=C)C=C1